ClC1=C(C=NN2[C@](CCC2)(C(=O)OC)C)C(=CC(=C1)O)Cl methyl (R)-1-((2,6-dichloro-4-hydroxybenzylidene)amino)-2-methylpyrrolidine-2-carboxylate